1-benzyl-2-(4-(tert-butyl)phenyl)aziridine C(C1=CC=CC=C1)N1C(C1)C1=CC=C(C=C1)C(C)(C)C